2,2'-dichloro-3'-(4-chloro-6-methoxy-5-(((((S)-5-oxopyrrolidin-2-yl)methyl)amino)methyl)pyridin-2-yl)-[1,1'-biphenyl] ClC1=C(C=CC=C1)C1=C(C(=CC=C1)C1=NC(=C(C(=C1)Cl)CNC[C@H]1NC(CC1)=O)OC)Cl